1-(1-acetylpiperidin-4-yl)-3-((1-methyl-1H-pyrazol-4-yl)methyl)-N-(1-methylcyclopropyl)-2,4-dioxo-1,2,3,4-tetrahydrothieno[2,3-d]pyrimidine-6-sulfonamide C(C)(=O)N1CCC(CC1)N1C(N(C(C2=C1SC(=C2)S(=O)(=O)NC2(CC2)C)=O)CC=2C=NN(C2)C)=O